(3,4-dichlorophenyl)-2-cyano-3-(3-(4-methyl-1H-imidazol-1-yl)propyl)guanidine ClC=1C=C(C=CC1Cl)NC(=NC#N)NCCCN1C=NC(=C1)C